Benzyl (1R,3R,5S)-3-methyl-7-oxo-1-({[(CIS)-4-phenylcyclohexyl]oxy}methyl)-9-oxa-2,6-diazaspiro[4.5]decane-2-carboxylate C[C@H]1N([C@H]([C@]2(C1)NC(COC2)=O)CO[C@@H]2CC[C@@H](CC2)C2=CC=CC=C2)C(=O)OCC2=CC=CC=C2